C(C)(=O)N1CC2(CC(=NO2)C(=O)N2[C@@H](C[C@H](C2)F)C(=O)N[C@H](C2=CC=C(C=C2)C(C)C)C2=CC=CC=C2)CC1 (2S,4R)-1-{7-acetyl-1-oxa-2,7-diazaspiro[4.4]non-2-ene-3-carbonyl}-4-fluoro-N-[(S)-phenyl[4-(propan-2-yl)phenyl]methyl]pyrrolidine-2-carboxamide